N1(CCCC1)P(N1CCCC1)(N1CCCC1)=O tripyrrolidinyl-phosphine oxide